3-(pyridin-4-yl)prop-2-yn-1-ol N1=CC=C(C=C1)C#CCO